[O-2].[Al+3].[Mn+2].[Co+2].[Ni+2] nickel-cobalt-manganese-aluminum oxide